dihexadecyl 12-(2-(4-((3-(hexadecyloxy)-3-oxopropyl)thio)butanimidamido)ethyl)-8,16-diimino-4,20-dithia-9,12,15-triazatricosanedioate C(CCCCCCCCCCCCCCC)OC(CCSCCCC(NCCN(CCNC(CCCSCCC(=O)OCCCCCCCCCCCCCCCC)=N)CCNC(CCCSCCC(=O)OCCCCCCCCCCCCCCCC)=N)=N)=O